CC(=O)C1=C(C2(C(=O)C3=C(C4=C(C=C(C=C4C=C3CC2(CC1=O)O)OC)O)O)O)O The molecule is a member of the class of tetracyclines with formula C21H18O9, originally isolated from Penicillium claviforme. It has a role as a fungal metabolite, a neurokinin-1 receptor antagonist and a neuropeptide Y receptor antagonist. It is an aromatic ether, a cyclic ketone, an enol, an enone, a methyl ketone, a member of phenols, a member of tetracyclines and a tertiary alpha-hydroxy ketone. It is a conjugate acid of a TAN-1612(1-). It is a tautomer of a BMS-192548.